C(CCC)C1(CS(C2=C(N(C1)C1=CC=CC=C1)C=C(C(=C2)OC)I)(=O)=O)C 3-butyl-7-iodo-8-methoxy-3-methyl-5-phenyl-2,3,4,5-tetrahydro-1,5-benzothiazepine 1,1-dioxide